tert-Butyl (3-(2-chloro-5-((1R,3R)-2,2-dichloro-3-(4-fluoro-3-(trifluoromethyl)phenyl)cyclopropane-1-carboxamido)benzamido)-2,6-difluorophenyl)(propyl)carbamate ClC1=C(C(=O)NC=2C(=C(C(=CC2)F)N(C(OC(C)(C)C)=O)CCC)F)C=C(C=C1)NC(=O)[C@@H]1C([C@H]1C1=CC(=C(C=C1)F)C(F)(F)F)(Cl)Cl